C(CCC)OC([C@H]([C@@H]([C@@H]([C@H](C(=O)OCCCC)O)O)O)O)=O galactaric acid dibutyl ester